dodecylsulfonic acid triethylamine salt C(C)N(CC)CC.C(CCCCCCCCCCC)S(=O)(=O)O